4-{4-[(2-chlorophenoxy)methyl]piperidin-1-yl}-1-methyl-2-oxo-1,2-dihydroquinoline-3-carbonitrile ClC1=C(OCC2CCN(CC2)C2=C(C(N(C3=CC=CC=C23)C)=O)C#N)C=CC=C1